N-((5-(tert-butyl)-2-methoxyphenyl)sulfonyl)-5-(4-methylisothiazol-3-yl)quinoline-2-carboxamide C(C)(C)(C)C=1C=CC(=C(C1)S(=O)(=O)NC(=O)C1=NC2=CC=CC(=C2C=C1)C1=NSC=C1C)OC